cis-1-propyl-3-(1-tosyl-1H-indol-5-yl)cyclopentane-1-carboxylic acid C(CC)[C@@]1(C[C@H](CC1)C=1C=C2C=CN(C2=CC1)S(=O)(=O)C1=CC=C(C)C=C1)C(=O)O